O-[2-(3-chloro-allyloxy)-3-methyl-butyl]-hydroxylamine ClC=CCOC(CON)C(C)C